N-[(trans)-2-hydroxy-1-[3-(trifluoromethyl)anilino]2,3-dihydro-1H-inden-5-yl]acrylamide O[C@H]1[C@@H](C2=CC=C(C=C2C1)NC(C=C)=O)NC1=CC(=CC=C1)C(F)(F)F